NCC(CC(CCNCC(CN1CCN(CC1)CC(CNCCC(CCCCCCCCCCCCC)CC(CN)O)O)O)CCCCCCCCCCCCC)O 1,4-bis[(3-(3-amino-2-hydroxypropyl)-palmityl-amino)-2-hydroxypropyl]piperazine